N-(3-diethoxymethylsilylpropyl)phthalimide C(C)OC(OCC)[SiH2]CCCN1C(C=2C(C1=O)=CC=CC2)=O